2,3-Dihydro-1H-pyrrolo[3,4-C]pyridine-1-one C1(NCC=2C=NC=CC21)=O